(E)-3-(2-naphthyl)-propenyl bromide C1=C(C=CC2=CC=CC=C12)C/C=C/Br